N1-(1H-pyrrolo[3,2-b]pyridin-3-yl)-N2-(3-(trifluoro-methoxy)benzyl)oxalamide N1C=C(C2=NC=CC=C21)NC(C(=O)NCC2=CC(=CC=C2)OC(F)(F)F)=O